Octyl 3-ethyl-6-(2-((3-heptyldecanoyl)oxy)ethyl)-12-hexyl-1-hydroxy-10-oxo-9,11-dioxa-3,6-diazahexadecan-16-oate C(C)N(CCO)CCN(CCOC(OC(CCCC(=O)OCCCCCCCC)CCCCCC)=O)CCOC(CC(CCCCCCC)CCCCCCC)=O